1-(4-bromobenzyl)-3-(1,3-dithiacyclohexan-2-yl)-4-oxo-4H-pyrido[1,2-a]pyrimidinium BrC1=CC=C(C[N+]2=C3N(C(C(=C2)C2SCCCS2)=O)C=CC=C3)C=C1